NC=1SC(=CN1)[C@@H](COC)N1C(C=CC(=C1)Cl)=O (R)-1-(1-(2-aminothiazol-5-yl)-2-methoxyethyl)-5-chloropyridin-2(1H)-one